NC1=C2C(=NC=N1)N(N=C2C2=CC=C(C=C2)OC2=CC=CC=C2)[C@H]2CN(CCC2)C(=O)OC(C)(C)C tert-butyl (3R)-3-[4-amino-3-(4-phenoxyphenyl) pyrazolo[3,4-d]pyrimidin-1-yl]piperidine-1-carboxylate